3-methyl-2,3-dihydro-1H-pyridine CC1CNC=CC1